2,3,10-Trimethoxy-5,6,7,8,13,13a-hexahydroisoquinolino[2,1-b]isoquinolin-9-yl benzenesulfonate hydrochloride Cl.C1(=CC=CC=C1)S(=O)(=O)OC1=C(C=CC=2CC3N(CC12)CCC=1C=C(C(=CC13)OC)OC)OC